3-phenylbutanal C1(=CC=CC=C1)C(CC=O)C